racemic-6,7-dimethoxy-1,2,3,4-tetrahydroisoquinoline-1-carboxylic acid COC=1C=C2CCN[C@H](C2=CC1OC)C(=O)O |r|